CC1=C(C(=CC=C1C)C)OC 2,3,6-trimethyl-anisole